ClC1=NC(=NC(=C1)Cl)C=1C=NC=C(C1)F 4,6-dichloro-2-(5-fluoro-3-pyridinyl)pyrimidine